NC1=NC(=C2N=CN(C2=N1)CCOCP(OCCS(=S)CCO)(OCCS(=S)CCO)=O)OC bis(2-((2-hydroxyethyl)sulfinothioyl)ethyl) ((2-(2-amino-6-methoxy-9H-purin-9-yl)ethoxy)methyl)phosphonate